ClC=1C=NC(=NC1)N1CCC(CC1)CCCOC1=CC(=C(C=C1)CC(=O)N1CC2(CCN2C(CCCCS(=O)(=O)O)=O)CC1)F 5-(6-(2-(4-(3-(1-(5-chloropyrimidin-2-yl)piperidin-4-yl)propoxy)-2-fluorophenyl)acetyl)-1,6-diazaspiro[3.4]octan-1-yl)-5-oxopentane-1-sulfonic acid